C(C)[C@@]1(CC[C@@]2([C@H]3CC[C@@]4([C@H](C[C@H]([C@H]4[C@@H]3CC=C2C1)C)[C@H](C)CCCC(C)(C)O)C)C)O (3S,8R,9S,10R,13R,14S,15R,17R)-3-ethyl-17-((R)-6-hydroxy-6-methylheptan-2-yl)-10,13,15-trimethyl-2,3,4,7,8,9,10,11,12,13,14,15,16,17-tetradecahydro-1H-cyclopenta[a]phenanthren-3-ol